FC(C(=O)N1CC(C1)N1N=C(C=2C1=NC=CC2)C=2C=CC(=C(C#N)C2)C(F)(F)F)=C 5-(1-(1-(2-fluoroacryloyl)azetidin-3-yl)-1H-pyrazolo[3,4-b]pyridin-3-yl)-2-(trifluoromethyl)benzonitrile